COC1=CC2=C(C=C(O2)C2=CC=C(C=C2)OC)C=C1 6-methoxy-2-(4-methoxyphenyl)benzofuran